(3R)-3-{[2-(1-methyl-1H-pyrazol-4-yl)-10-(trifluoromethyl)[1,2,4]triazolo[1,5-c]quinazolin-5-yl]amino}azepan-2-one CN1N=CC(=C1)C1=NN2C(=NC=3C=CC=C(C3C2=N1)C(F)(F)F)N[C@H]1C(NCCCC1)=O